2-fluoro-cinnamaldehyde FC1=C(C=CC=O)C=CC=C1